CCCC(C/C=C/C=C)O 6-nonadienol